5-bromo-3-cyclopropyl-2-(trimethylsilyl)-1H-pyrrole BrC1=CC(=C(N1)[Si](C)(C)C)C1CC1